C(C)(C)(C)OC(=O)N(C1=NN(C2=CC=C(C=C12)NC(=O)C=1C(=NC2=CC=CC=C2C1)N1CCC(CCC1)(F)F)C(=O)OC(C)(C)C)C(=O)OC(C)(C)C tert-butyl 3-(bis(tert-butoxycarbonyl)amino)-5-(2-(4,4-difluoroazepan-1-yl)quinoline-3-carboxamido)-1H-indazole-1-carboxylate